4-methylmorpholine CN1CCOCC1